CS(=O)(=O)C1=C(C(=O)Cl)C=CC(=C1)C(F)(F)F 2-(methyl-sulfonyl)-4-(trifluoromethyl)benzoyl chloride